NCCCNC(=O)C=1C=C(C2=C(C(CO2)(C2=CC=CC=C2)CC)C1)C(=O)NC (-/+)-N5-(3-aminopropyl)-3-ethyl-N7-methyl-3-phenyl-2,3-dihydrobenzofuran-5,7-dicarboxamide